C1(CC(C(CC1)C(=O)O)C(=O)O)C(=O)O 1,3,4-cyclohexanetricarboxylic acid